ClC=1C(=NC=CC1C1=C(C(=CC=C1)C1=NC(=C(C=C1)CN1CC2(C1)CC(C2)O)OC)Cl)C2=CC(=C(CN1CC3(C1)CC(C3)O)C=C2)OC 2-(4-(3-chloro-4-(2-chloro-3-(5-((6-hydroxy-2-azaspiro[3.3]heptan-2-yl)methyl)-6-methoxypyridin-2-yl)phenyl)pyridin-2-yl)-2-methoxybenzyl)-2-azaspiro[3.3]heptan-6-ol